C(C1=CC=CC=C1)N1C[C@H]([C@@H](C1)C1CCOCC1)C(=O)OC |r| Methyl (±)-trans-1-benzyl-4-(tetrahydro-2H-pyran-4-yl)pyrrolidine-3-carboxylate